[6-[[5-fluoro-4-(2-methyl-3-propan-2-ylthieno[2,3-d]imidazol-5-yl)pyrimidin-2-yl]amino]pyridin-3-yl]methanone FC=1C(=NC(=NC1)NC1=CC=C(C=N1)C=O)C1=CC2=C(N(C(=N2)C)C(C)C)S1